C(C)(=O)C=1C=C(C(N(C1C)C1=COC=C1)=O)C(=O)NC1=CC(=C(C=C1)OC1=CC=NC2=CC(=CN=C12)OC)F 5-acetyl-N-[3-fluoro-4-[(7-methoxy-1,5-naphthyridin-4-yl)oxy]phenyl]-1-(furan-3-yl)-6-methyl-2-oxopyridine-3-carboxamide